(methyldiphenylsilyl)ethanol C[Si](C1=CC=CC=C1)(C1=CC=CC=C1)C(C)O